C1(=CC=CC=2C3=CC=CC=C3CC12)COC(=O)N[C@@H](CO)C(=O)OC methyl [[(9H-fluorenyl)methoxy]carbonyl]serinate